5-(4-(2-(Ethylamino)ethyl)benzyl)-4-(o-tolyl)-2,3-dihydrobenzo[b]oxepin-8-ol C(C)NCCC1=CC=C(CC=2C3=C(OCCC2C2=C(C=CC=C2)C)C=C(C=C3)O)C=C1